C1=C(C=CC2=CC=CC=C12)C1=NC(=NC(=N1)C1=CC=CC=C1)C1=C(C=CC=C1)C1=CC=C2C=3C=CC(=CC3C3(C2=C1)CCCC3)C#N 7'-(2-(4-(naphthalen-2-yl)-6-phenyl-1,3,5-triazin-2-yl)phenyl)spiro[cyclopentane-1,9'-fluorene]-2'-carbonitrile